CC[C@H](CC/C=C\\C/C=C\\C/C=C\\C/C=C\\CCCC(=O)O)O The molecule is an 18-HETE in which the 18-hydroxy group has R-configuration. It has a role as a human xenobiotic metabolite. It derives from an arachidonic acid. It is a conjugate acid of a 18(R)-HETE(1-).